ClC=1C=C2CCN(CC2=C(C1)[C@H]1N(CCC1)C(=O)OC(C)(C)C)C(=O)C=1C=NN(C1C)C1CC1 tert-butyl (S)-2-[6-chloro-2-(1-cyclopropyl-5-methyl-1H-pyrazole-4-carbonyl)-1,2,3,4-Tetrahydroisoquinolin-8-yl]pyrrolidine-1-carboxylate